2-(cyclopropanecarbonylamino)-4-[2-phenoxyethyl-[4-(5,6,7,8-tetrahydro-1,8-naphthyridin-2-yl)butyl]amino]butanoic acid C1(CC1)C(=O)NC(C(=O)O)CCN(CCCCC1=NC=2NCCCC2C=C1)CCOC1=CC=CC=C1